NC1=NC=C(C2=C1C(=NN2C(C)C)C2=CC(=C(C=C2F)S(=O)(=O)N)F)C2CCC(CC2)N2CCOCC2 4-(4-amino-1-isopropyl-7-((1r,4r)-4-morpholinocyclohexyl)-1H-pyrazolo[4,3-c]pyridin-3-yl)-2,5-difluorobenzenesulphonamide